C1C[C@H](N2C[C@@H]1N(C2=O)OS(=O)(=O)[O-])C(=O)N The molecule is an organosulfate oxoanion that is the conjugate base of avibactam, obtained by deprotonation of the sulfo group. It is a conjugate base of an avibactam.